ClC=1C(=NC(=NC1)NC1CCOCC1)C1=CC=C2CN(C(C2=C1)=O)CC(=O)N(C)CCC1CCCCC1 2-(6-{5-chloro-2-[(oxan-4-yl)amino]pyrimidin-4-yl}-1-oxo-2,3-dihydro-1H-isoindol-2-yl)-N-(2-cyclohexylethyl)-N-methylacetamide